2-(4-amino-3-(5-chloro-2-(difluoromethoxy)phenyl)-1H-pyrazol-1-yl)-N,N-dimethylacetamide NC=1C(=NN(C1)CC(=O)N(C)C)C1=C(C=CC(=C1)Cl)OC(F)F